NC1=CC=C(OCCC(CC)OC2=CC=C(C=C2)N)C=C1 1,3-bis(4-aminophenoxy)pentane